N-[1-(4-formylcyclohexyl)-3-(1-hydroxy-1-methyl-ethyl)pyrazol-4-yl]-6-(trifluoromethyl)pyridine-2-carboxamide C(=O)C1CCC(CC1)N1N=C(C(=C1)NC(=O)C1=NC(=CC=C1)C(F)(F)F)C(C)(C)O